C(C)[C@]1(C(OCC=2C(N3CC=4C(=NC=5C=C(C(=C6C5C4[C@](CC6)(C)COCCO)C)F)C3=CC21)=O)=O)O (1R,9S)-9-Ethyl-5-fluoro-9-hydroxy-1-((2-hydroxyethoxy)methyl)-1,4-dimethyl-1,2,3,9,12,15-hexahydro-10H,13H-benzo[de]pyrano[3',4':6,7]indolizino[1,2-b]quinoline-10,13-dione